CN1N=CC2=C1CCN1C=C(C=C21)C(=O)OC methyl 3-methyl-4,5-dihydro-3H-pyrazolo[3,4-g]indolizine-8-carboxylate